C1=NC(=CC2=CC=CC=C12)\C(\C)=N\NC(C1=CC(=CC=C1)C)=O (E)-N'-(1-(isoquinolin-3-yl)ethylidene)-3-methylbenzohydrazide